(S)-1-cyano-N-(4-(6-cyanopyridin-2-yl)-5-methylthiazol-2-yl)-N-methylpyrrolidine-2-carboxamide C(#N)N1[C@@H](CCC1)C(=O)N(C)C=1SC(=C(N1)C1=NC(=CC=C1)C#N)C